tert-butyl 3-(3-methyloxetan-3-yl)-3,6-diazabicyclo[3.1.1]heptane-6-carboxylate CC1(COC1)N1CC2N(C(C1)C2)C(=O)OC(C)(C)C